C(CCCC)C1=CC=C(C=C1)C1=CC=C(C=C1)C#N 4'-pentyl-biphenyl-4-carbonitrile